CC=CCOC(=O)NC=1C=CC2=C(C(=CO2)C2CC3CCCCN3CC2)C1 5-(2-buten-4-yloxy)carbonylamino-3-(octahydro-2H-quinolizin-2-yl)-benzofuran